para-methyl-tetrafluoroPhenylalanine CC1=C(C(=C(C[C@H](N)C(=O)O)C(=C1F)F)F)F